(S)-N-(2,2-difluoro-1-(5-fluoro-6-(4-fluoro-2-(trifluoromethyl)phenyl)-1-neopentyl-1H-indol-3-yl)ethyl)cyclobutanesulfonamide FC([C@H](C1=CN(C2=CC(=C(C=C12)F)C1=C(C=C(C=C1)F)C(F)(F)F)CC(C)(C)C)NS(=O)(=O)C1CCC1)F